FC1(COC1)CNC(=O)C1=C(OC=2N=CN=C(C21)NC2(CC2)C)C N-[(3-fluorooxetan-3-yl)methyl]-6-methyl-4-[(1-methylcyclopropyl)amino]furo[2,3-d]pyrimidine-5-carboxamide